C(C(C)C)(=O)O[C@@H]1[C@H](O[C@@H](C1(F)F)N1C(N=C(C=C1)NP1(OCCC(O1)C1=CC(=CC=C1)Cl)=O)=O)COC(C(C)C)=O |&1:9| (2R,3R,SR)-5-(4-((4-(3-chlorophenyl)-2-oxido-1,3,2-dioxaphosphinan-2-yl)amino)-2-oxopyrimidin-1(2H)-yl)-4,4-difluoro-2-((isobutyryloxy)methyl)tetrahydrofuran-3-yl isobutyrate